N(=[N+]=[N-])CCCNC=1C=C2C(N(C(C2=CC1)=O)C1C(NC(CC1)=O)=O)=O 5-((3-azidopropyl)amino)-2-(2,6-dioxopiperidin-3-yl)isoindoline-1,3-dione